C(C)(C)(C)OC(=O)[C@@H]1N[C@H]([C@]([C@@H]1C1=CC=C(C=C1)Cl)(C#N)C1=C(C=CC(=C1)Cl)F)CC(C)(C)C (2R,3S,4R,5S)-3-(4-chlorophenyl)-4-(5-chloro-2-fluorophenyl)-4-cyano-5-neopentylpyrrolidine-2-Carboxylic acid tert-butyl ester